C(#CCCCCC)N heptynylamine